C(=O)C=1C=CC(=C(C1)C[C@H](C(=O)OCC)OC=1C2=C(N=CN1)SC(=C2I)C#CC)OCC2=NC(=NC=C2)C2=C(C=CC=C2)OC (R)-ethyl 3-(5-formyl-2-((2-(2-methoxyphenyl)pyrimidin-4-yl)methoxy)phenyl)-2-((5-iodo-6-(prop-1-yn-1-yl)thieno[2,3-d]pyrimidin-4-yl)oxy)propanoate